3-(pyridine-3-yl)acrylamide N1=CC(=CC=C1)C=CC(=O)N